BrC1=CC2=C(NC(=N2)C2=CC(=NN2CC2=CC=C(C=C2)OC)NC(=O)C=2C=NC(=CC2)N2CCC(CC2)O)C=C1 N-[5-(5-bromo-1H-benzimidazol-2-yl)-1-[(4-methoxyphenyl)methyl]-pyrazol-3-yl]-6-(4-hydroxy-1-piperidyl)pyridine-3-carboxamide